C(#N)[C@@H](C[C@@H]1C(NCCC1)=O)NC(=O)[C@H]1N(C[C@H]2[C@@H]1CC(C2)(F)F)C(=O)C=2NC1=C(C(=CC(=C1C2)F)Cl)F (1S,3aR,6aS)-N-((R)-1-cyano-2-((R)-2-oxopiperidin-3-yl)ethyl)-2-(4,7-difluoro-6-chloro-1H-indole-2-carbonyl)-5,5-difluorooctahydrocyclopenta[c]pyrrole-1-carboxamide